(R)-4-(4-(difluoromethyl)pyrazolo[1,5-a]pyridin-2-yl)-5-(pyrimidin-2-yl)-4,5,6,7-tetrahydro-1H-imidazo[4,5-c]pyridine FC(C=1C=2N(C=CC1)N=C(C2)[C@@H]2N(CCC1=C2N=CN1)C1=NC=CC=N1)F